N-(diphenylmethylene)-2-(4-(trifluoromethyl)phenethyl)benzo[d]thiazol-6-amine C1(=CC=CC=C1)C(=NC1=CC2=C(N=C(S2)CCC2=CC=C(C=C2)C(F)(F)F)C=C1)C1=CC=CC=C1